5-amino-3-bromo-2-iodobenzonitrile NC=1C=C(C(=C(C#N)C1)I)Br